FC(C=1C(=C(C=CC1)[C@@H](C)NC1=NC(=NC2=C3C(=C(C=C12)C1(CCN(CC1)C(CF)=O)O)OCC3)C)F)F (R)-1-(4-(4-((1-(3-(difluoromethyl)-2-fluorophenyl)ethyl)amino)-2-methyl-8,9-dihydrofuro[2,3-h]quinazolin-6-yl)-4-hydroxypiperidin-1-yl)-2-fluoroethanone